[Na+].N1(CCCCC1)C1=C(C=C(C=C1)[N+](=O)[O-])S(=O)(=O)[O-] 2-piperidinyl-5-nitrobenzenesulfonic acid, sodium salt